N-(2-chloro-3,5-difluorophenyl)-5-fluoro-4-(3-oxo-5,6,7,8-tetrahydro[1,2,4]triazolo[4,3-a]-pyridin-2(3H)-yl)-2-{[(2S)-1,1,1-trifluoropropan-2-yl]oxy}benzamide ClC1=C(C=C(C=C1F)F)NC(C1=C(C=C(C(=C1)F)N1N=C2N(CCCC2)C1=O)O[C@H](C(F)(F)F)C)=O